FC=1C=C(C=CC1F)NC(N([C@@H]1COCC=2NC(C3=C(C21)COCC3)=O)C)=O (S)-3-(3,4-difluorophenyl)-1-methyl-1-(5-oxo-4,5,6,7,9,10-hexahydro-1H,3H-dipyrano[3,4-b:3',4'-d]pyridin-10-yl)urea